3-bromo-5-chloro-2-((1S,2S)-2-(methylamino)cyclohexyl)-N-(thiophen-2-ylmethyl)thieno[3,2-b]pyridin-7-amine trifluoroacetate FC(C(=O)O)(F)F.BrC1=C(SC=2C1=NC(=CC2NCC=2SC=CC2)Cl)[C@@H]2[C@H](CCCC2)NC